P(=O)(OC(C(C(C)C)O)=O)([O-])[O-] hydroxyisovaleryl phosphate